C1(=CC=CC=C1)C1=NC(=NC(=N1)C1=CC=CC=C1)C=1C=C(C(=C(C1)N1C2=CC=CC=C2C=2C=CC=CC12)N1C2=CC=CC=C2C=2C=CC=CC12)N1C2=CC=CC=C2C=2C=CC=CC12 9,9',9''-(5-(4,6-Diphenyl-1,3,5-triazin-2-yl)benzen-1,2,3-triyl)tris(9H-carbazol)